(4-((R)-2-Hydroxy-3-(2H-tetrazol-2-yl)propoxy)phenyl)((R)-3-(4-fluorophenyl)pyrrolidin-1-yl)methanon O[C@@H](COC1=CC=C(C=C1)C(=O)N1C[C@H](CC1)C1=CC=C(C=C1)F)CN1N=CN=N1